O([C@@H]1[C@H](O)[C@@H](O)[C@H](O)[C@H](O1)CO)C methyl α-glucopyranoside